(3S,4R,5R,6S)-1-(6-{[2-(4-fluoro-3-methoxyphenyl)-1,3-thiazol-4-yl]methoxy}hexyl)-3,4,5,6-azepanetetrol FC1=C(C=C(C=C1)C=1SC=C(N1)COCCCCCCN1C[C@@H]([C@H]([C@@H]([C@H](C1)O)O)O)O)OC